n-methyl-1-(2-fluoro-4-(9-((3S,5R)-3,4,5-trimethylpiperazin-1-yl)pyrido[3,2-e][1,2,4]triazolo[4,3-a]pyrazin-2-yl)phenyl)piperidin-4-amine CNC1CCN(CC1)C1=C(C=C(C=C1)C=1C=CC=2N=CC=3N(C2N1)C(=NN3)N3C[C@@H](N([C@@H](C3)C)C)C)F